2-(1-Methylindazol-4-yl)-N-[(3S)-2-oxo-5-phenyl-1,3-dihydro-1,4-benzodiazepin-3-yl]-6,7-dihydro-5H-pyrazolo[5,1-b][1,3]oxazine-3-carboxamide CN1N=CC2=C(C=CC=C12)C1=NN2C(OCCC2)=C1C(=O)N[C@@H]1C(NC2=C(C(=N1)C1=CC=CC=C1)C=CC=C2)=O